N-[5-[5-[(1-amino-3,3-difluoro-cyclobutyl)methoxy]-2-methyl-4-pyridyl]pyrazolo[1,5-a]pyridin-2-yl]cyclopropanecarboxamide NC1(CC(C1)(F)F)COC=1C(=CC(=NC1)C)C1=CC=2N(C=C1)N=C(C2)NC(=O)C2CC2